tert-butyl 4-[4-[tert-butyl(diphenyl)silyl]oxy-2-fluorocyclohexyl]piperazine-1-carboxylate [Si](C1=CC=CC=C1)(C1=CC=CC=C1)(C(C)(C)C)OC1CC(C(CC1)N1CCN(CC1)C(=O)OC(C)(C)C)F